ClC=1N=C2N(N=CC(=C2C(C)OC)NC(=O)NC=2C=NC(=C(C2)C(F)(F)F)N2N=CC=N2)C1 N-(2-chloro-8-(1-methoxyethyl)imidazo[1,2-b]pyridazin-7-yl)-N'-(6-(2H-1,2,3-triazol-2-yl)-5-(trifluoromethyl)pyridin-3-yl)urea